FC=1C=C(C=CC1)C(CCC[C@@H](C)[C@H]1CC[C@H]2[C@@H]3CC[C@H]4[C@H]([C@H](CC[C@]4(C)[C@H]3CC[C@]12C)O)O)O 24-[(3-fluorophenyl)(hydroxy)methyl]-5α-cholane-3β,4β-diol